COC(=O)C1=NNC(C=C1)=O.C(C=C)(=O)OC(CN1C(CCC1)=O)C N-(2-acryloxypropyl)pyrrolidone methyl-6-oxo-1,6-dihydropyridazine-3-carboxylate